CC1C[C@@H]2CC[C@H]3[C@@H]4CC[C@H](C(C)=O)[C@]4(CC[C@@H]3[C@]2(CC1)C)C 3-methyl-5a-pregnan-20-one